[4-(4-aminophenoxy) phenyl] sulfone NC1=CC=C(OC2=CC=C(C=C2)S(=O)(=O)C2=CC=C(C=C2)OC2=CC=C(C=C2)N)C=C1